3,9-bis(2-hydroxy-1,1-dimethylethyl)-2,4,8,10-tetraoxaspiro[5.5]Undecane OCC(C)(C)C1OCC2(CO1)COC(OC2)C(CO)(C)C